CS(=O)(=N)C1=CC=C(C=C1)S(=O)(=O)N 4-(S-methylsulfonimidoyl)benzenesulfonamide